methyl 4-acetylamino-2-fluorobenzoate C(C)(=O)NC1=CC(=C(C(=O)OC)C=C1)F